(2S,4S)-2-(Benzyl 4-(methoxycarbonyl)phenyl)-4-(1H-pyrazol-1-yl)piperidine-1-carboxylate C(C1=CC=CC=C1)C1=C(C=CC(=C1)C(=O)OC)[C@H]1N(CC[C@@H](C1)N1N=CC=C1)C(=O)[O-]